FC(OC=1C(=NC=CC1)C(=O)N)F 3-(difluoromethoxy)pyridine-2-carboxamide